2,2'-bis(2-hydroxyethoxy)-3,3'-bis(phenanthren-9-yl)-1,1'-binaphthyl OCCOC1=C(C2=CC=CC=C2C=C1C=1C2=CC=CC=C2C=2C=CC=CC2C1)C1=C(C(=CC2=CC=CC=C12)C=1C2=CC=CC=C2C=2C=CC=CC2C1)OCCO